CC1=NC=2N(C(=C1)C)N=CC2C(=O)NC2=CC=C(C=C2)C=2N=COC2 5,7-DIMETHYL-N-(4-(OXAZOL-4-YL)PHENYL)PYRAZOLO[1,5-a]PYRIMIDINE-3-CARBOXAMIDE